4-octenylmethyldimethoxysilane C(CCC=CCCC)[Si](OC)(OC)C